7-(4-{4-[4-({4-[4-(2,4-Dioxo-1,3-diazinan-1-yl)-1H-indol-1-yl]piperidin-1-yl}methyl)piperidin-1-yl]phenyl}piperidin-1-yl)-4-fluoro-1H-indazole-3-carbonitrile O=C1N(CCC(N1)=O)C1=C2C=CN(C2=CC=C1)C1CCN(CC1)CC1CCN(CC1)C1=CC=C(C=C1)C1CCN(CC1)C=1C=CC(=C2C(=NNC12)C#N)F